4-((5-chloro-3-fluoropyridin-2-yl)oxy)benzoic acid ClC=1C=C(C(=NC1)OC1=CC=C(C(=O)O)C=C1)F